ethyl ((2,6-dihydroxy-3'-methyl-4-pentyl-[1,1'-biphenyl]-3-yl)methyl)(methyl)carbamate OC1=C(C(=CC(=C1CN(C(OCC)=O)C)CCCCC)O)C1=CC(=CC=C1)C